N1C[C@H](OCC1)C1=CC=C(C=C1)NC(=O)C1=NC=C(C=C1)Cl |r| (RS)-5-Chloro-pyridine-2-carboxylic acid (4-morpholin-2-yl-phenyl)-amide